O1C(CCCC1)OC1C(C=C2C=CC=C12)=O (tetrahydro-2H-pyran-2-yl)oxyl-2(1H)-pentalenone